ClCCCCI 1-chloro-4-iodo-butane